1-(4-aminophenyl)-5-(3-hydroxy-4-methoxyphenyl)-3-(trifluoromethyl)-1H-pyrazole-4-carbonitrile NC1=CC=C(C=C1)N1N=C(C(=C1C1=CC(=C(C=C1)OC)O)C#N)C(F)(F)F